N-((5-(4,4-dimethyl-4,5-dihydroisoxazol-3-yl)-2-methoxyphenyl)sulfonyl)-5-(1H-pyrazol-1-yl)quinoline-2-carboxamide CC1(C(=NOC1)C=1C=CC(=C(C1)S(=O)(=O)NC(=O)C1=NC2=CC=CC(=C2C=C1)N1N=CC=C1)OC)C